NC1CCN(CC1)C1=NC(=C(C(=N1)C1=CC(=C(C#N)C=C1)F)C=1C=NC(=NC1)N(C)C)NC 4-[2-(4-aminopiperidin-1-yl)-5-[2-(dimethylamino)pyrimidin-5-yl]-6-(methylamino)pyrimidin-4-yl]-2-fluorobenzonitrile